2-(tert-butyl)-N-((3-methyl-1-(6-(1-methyl-1H-pyrazol-4-yl)pyrazolo[1,5-a]pyrazin-4-yl)pyrrolidin-3-yl)methyl)-2H-tetrazole-5-carboxamide C(C)(C)(C)N1N=C(N=N1)C(=O)NCC1(CN(CC1)C=1C=2N(C=C(N1)C=1C=NN(C1)C)N=CC2)C